FC(C(=CC=C)C(F)(F)F)(F)F 1,1-bistrifluoromethylbutadiene